(R)-5,5,5-trifluoro-1-methoxy-N-methyl-1-oxopentan-2-aminium 2,2,2-trifluoroacetate FC(C(=O)[O-])(F)F.FC(CC[C@H](C(=O)OC)[NH2+]C)(F)F